FC(C1=CC=C(OC2=CC=C3CCN(CC3=C2)S(=O)(=O)C=C)C=C1)(F)F 7-(4-(trifluoromethyl)phenoxy)-2-(vinylsulfonyl)-1,2,3,4-tetrahydroisoquinoline